C(C=C)(=O)N1CCC2(CC(C2)N2N=CC(=C2)C=2C=C(C=3N(C2)N=CC3C#N)O[C@H](CO)C3=NC=C(C=C3)F)CC1 (S)-6-(1-(7-acryloyl-7-azaspiro[3.5]nonan-2-yl)-1H-pyrazol-4-yl)-4-(1-(5-fluoropyridin-2-yl)-2-hydroxyethoxy)pyrazolo[1,5-a]pyridine-3-carbonitrile